C(#N)C1=CC=C(CCN[C@H](C(=O)NC2=NC=C(C=C2)C=2C=NN(C2)C)C2=CC(=CC=C2)C(F)(F)F)C=C1 |r| (S)- and (R)-2-((4-cyanophenEthyl)amino)-N-(5-(1-methyl-1H-pyrazol-4-yl)pyridin-2-yl)-2-(3-(trifluoromethyl)phenyl)acetamide